5-((2-(2,6-dioxopiperidin-3-yl)-5-fluoro-1,3-dioxoisoindolin-4-yl)thio)pentanoic acid O=C1NC(CCC1N1C(C2=CC=C(C(=C2C1=O)SCCCCC(=O)O)F)=O)=O